1-[4-({4-[(4-{[1-(5-chloro-6-methylpyridin-3-yl)pyrazol-3-yl]oxy}-2-fluorophenyl)amino]-7-methoxyquinazolin-6-yl}amino)piperidin-1-yl]prop-2-en-1-one ClC=1C=C(C=NC1C)N1N=C(C=C1)OC1=CC(=C(C=C1)NC1=NC=NC2=CC(=C(C=C12)NC1CCN(CC1)C(C=C)=O)OC)F